BrC1=CC(=C(C=N1)C1N(C(CC=2C=3C(C=CC12)=NN(C3)C3OCCCC3)C)CC3(CC3)F)OC 6-(6-bromo-4-methoxypyridin-3-yl)-7-((1-fluorocyclopropyl)methyl)-8-methyl-2-(tetrahydro-2H-pyran-2-yl)-6,7,8,9-tetrahydro-2H-pyrazolo[4,3-f]isoquinoline